(4-methyl-3-(pyridazin-3-yl)phenyl)bicyclo[3.1.0]hexane-3-carboxamide CC1=C(C=C(C=C1)C12CC(CC2C1)C(=O)N)C=1N=NC=CC1